dicyclohexyl-decanedioate C1(CCCCC1)OC(CCCCCCCCC(=O)OC1CCCCC1)=O